2-oxobicyclo[3.1.0]Hexane-6-carboxamide O=C1C2C(C2CC1)C(=O)N